C(#N)C1=CC=C(C=C1)OC1=CC=CC(=N1)C1=CC(=C(CC=2N(C3=C(N2)SC(=C3)C(=O)O)C[C@H]3OCC3)C=C1)F (S)-2-(4-(6-((4-cyanophenyl)oxy)pyridin-2-yl)-2-fluorobenzyl)-1-(oxetan-2-ylmethyl)-1H-thieno[2,3-d]imidazole-5-carboxylic acid